COC(=O)C=1C(NC=2CCC(CC2C1)(F)F)=O 6,6-difluoro-2-oxo-1,2,5,6,7,8-hexahydroquinoline-3-carboxylic acid methyl ester